2-[(6-chloro-8-iodo-purin-9-yl)methoxy]ethyl-trimethyl-silane ClC1=C2N=C(N(C2=NC=N1)COCC[Si](C)(C)C)I